1-isopropyl-3-(6-O-methoxycarbonyl-β-D-glucopyranosyloxy)-4-[(4-methoxyphenyl)-methyl]-5-methylpyrazole C(C)(C)N1N=C(C(=C1C)CC1=CC=C(C=C1)OC)O[C@H]1[C@H](O)[C@@H](O)[C@H](O)[C@H](O1)COC(=O)OC